O1CCC2=C1C=CC=C2[C@H]2[C@@H](C2)CNC(CC)=O N-(((1R,2R)-2-(2,3-dihydrobenzofuran-4-yl)cyclopropyl)-methyl)propionamide